(S)-4-(6-(4-(4-methylpyrazolo[1,5-a]pyridin-2-yl)-1,4,6,7-tetrahydro-5H-imidazo[4,5-c]pyridin-5-yl)pyrimidin-4-yl)morpholine CC=1C=2N(C=CC1)N=C(C2)[C@H]2N(CCC1=C2N=CN1)C1=CC(=NC=N1)N1CCOCC1